6-chloro-N-(4-cyano-2-fluorophenyl)-1,8-dihydropyrrolo[3,2-g]indole-3-sulfonamide ClC1=CNC=2C3=C(C=CC12)C(=CN3)S(=O)(=O)NC3=C(C=C(C=C3)C#N)F